(2S,3S,6R,7S,10R,E)-10-hydroxy-3,7-dimethyl-12-oxo-2-((E)-1-(4,4,5,5-tetramethyl-1,3,2-dioxaborolan-2-yl)prop-1-en-2-yl)oxacyclododec-4-en-6-yl 4-methylpiperazine-1-carboxylate CN1CCN(CC1)C(=O)O[C@H]1/C=C/[C@@H]([C@H](OC(C[C@@H](CC[C@@H]1C)O)=O)/C(=C/B1OC(C(O1)(C)C)(C)C)/C)C